methyl 4-(2-chloro-4-fluoro-phenyl)-6-methyl-2-thiazol-2-yl-1,4-dihydropyrimidine-5-carboxylate ClC1=C(C=CC(=C1)F)C1N=C(NC(=C1C(=O)OC)C)C=1SC=CN1